CC1=CC2=CSCC2=C1 2-Methyl-5-thiapentalen